S(=O)(=O)(O)[N+](C)(C)CCCO sulfohydroxypropyl-dimethyl-ammonium